3-amino-4,6-dichloropicolinic acid NC=1C(=NC(=CC1Cl)Cl)C(=O)O